1-(4-((S)-2-((S)-2-(3-(2,5-dioxo-2,5-dihydro-1H-pyrrol-1-yl)propanamido)-3-methylbutanamido)propanamido)benzyl)pyrrolidin-1-ium O=C1N(C(C=C1)=O)CCC(=O)N[C@H](C(=O)N[C@H](C(=O)NC1=CC=C(C[NH+]2CCCC2)C=C1)C)C(C)C